N-(3-((5-(3-(dimethylamino)phenyl)-2-((1-methyl-1H-pyrazol-4-yl)amino)pyrimidin-4-yl)amino)-4-fluorophenyl)acrylamide CN(C=1C=C(C=CC1)C=1C(=NC(=NC1)NC=1C=NN(C1)C)NC=1C=C(C=CC1F)NC(C=C)=O)C